C(=O)[C@@H]1C[C@@H](CCC1)CCC1=CC=C(C#N)C=C1 4-(2-((1S,3S)-3-formylcyclohexyl)ethyl)benzonitrile